FC(C1=CC=C(C=N1)NC([2H])[2H])(F)F (6-trifluoromethylpyridin-3-yl)-dideuteromethyl-amine